5-{[2-(4-Bromophenyl)imidazo[1,2-a]pyridin-3-yl]methyl}-N-methyl-N-phenylhexahydropyrrolo[3,4-c]pyrrole-2(1H)-carboxamide BrC1=CC=C(C=C1)C=1N=C2N(C=CC=C2)C1CN1CC2C(C1)CN(C2)C(=O)N(C2=CC=CC=C2)C